C(C)N1C(=C(C2=CC=CC=C12)C(=CC1(OC(=O)C2=CC=CC=C12)C1=CC=C(C=C1)N(CC)CC)C1=C(N(C2=CC=CC=C12)CC)C)C 3-[2,2-bis(1-ethyl-2-methylindole-3-yl)vinyl]-3-(4-diethylaminophenyl)-phthalide